COCCN1C(N(C(C12CCN(CC2)C(=O)OC(C)(C)C)=O)C2=NC=CC(=C2)C(F)(F)F)=O tert-butyl 1-(2-methoxyethyl)-2,4-dioxo-3-(4-(trifluoromethyl)pyridin-2-yl)-1,3,8-triazaspiro[4.5]decane-8-carboxylate